7-[(7S)-7-amino-5-azaspiro[2.4]hept-5-yl]-8-chloro-6-fluoro-1-[(1R,2S)-cis-2-fluorocyclopropyl]-1,4-dihydro-4-oxo-3-quinolinecarboxylic acid N[C@@H]1CN(CC12CC2)C2=C(C=C1C(C(=CN(C1=C2Cl)[C@H]2[C@H](C2)F)C(=O)O)=O)F